C1=CC=CC=2C3=CC=CC=C3C(C12)COC(=O)N(CC1=CC=C(C=C1)N)C1=C(C=CC=C1)C1CCN(C1)C(=O)[O-] 4-(((((9H-fluoren-9-yl)methoxy)carbonyl) (4-aminobenzyl)amino)phenyl)pyrrolidine-1-carboxylate